CC(=CCC=1C(=C(C(=CC1O)CCCCC)C(=O)[N@@]1C(C1)C)O)CCC=C(C)C (S)-(3-(3,7-dimethylocta-2,6-dien-1-yl)-2,4-dihydroxy-6-pentylphenyl)(2-methylaziridin-1-yl)methanone